COC1=C(C=O)C=CC(=N1)OCC1=C(C(=CC=C1)C=1C=NC=CC1)C 2-methoxy-6-((2-methyl-3-(pyridin-3-yl)benzyl)oxy)nicotinaldehyde